5-aminopyrimido[4,5-c][1,7]naphthyridine-9-carboxylic acid NC1=NC=2C=NC(=CC2C2=C1N=CN=C2)C(=O)O